2-(1-methyl-1H-pyrazol-5-yl)[1,2,4]triazolo[1,5-c]quinazolin-5(6H)-one CN1N=CC=C1C1=NN2C(NC=3C=CC=CC3C2=N1)=O